8-methoxy-2-oxo-1,2-dihydroquinoline-7-acetate COC=1C(=CC=C2C=CC(NC12)=O)CC(=O)[O-]